1-(4-fluorobenzyl)-5-amino-1H-indole-3-carbonitrile FC1=CC=C(CN2C=C(C3=CC(=CC=C23)N)C#N)C=C1